NC1=C(C=CC(=C1)S(=O)(=O)N)C1=CC=CC=C1 amino-1,1'-biphenyl-4-sulfonamide